Benzyl (3-((4-cyano-3-fluorophenoxy)methyl)azetidin-3-yl)carbamate trifluoroacetate salt FC(C(=O)O)(F)F.C(#N)C1=C(C=C(OCC2(CNC2)NC(OCC2=CC=CC=C2)=O)C=C1)F